C(#N)C=1C=C(C=CC1)C1(COC1)CNC(=O)[C@@H]1[C@H](C1)C1=CC=CC=C1 (1S,2S)-N-[[3-(3-cyanophenyl)oxetan-3-yl]methyl]-2-phenyl-cyclopropanecarboxamide